4-formyl-N,N-bis(4-methoxybenzyl)-3-methylbenzenesulfonamide C(=O)C1=C(C=C(C=C1)S(=O)(=O)N(CC1=CC=C(C=C1)OC)CC1=CC=C(C=C1)OC)C